CC1=C(OC(C(=O)O)(C)C)C(=CC(=C1)CN1C(N(CC1=O)C1=CC(=C(C=C1)C(F)(F)F)Cl)=O)C 2-(2,6-dimethyl-4-((3-(3-chloro-4-(trifluoromethyl)phenyl)-2,5-dioxoimidazolin-1-yl)methyl)phenoxy)-2-methylpropanoic acid